C(C)(C)(C)OC(=O)N1C(CN(CC1)C=1C2=C(N(C(N1)=O)C=1C(=NC=CC1C)C(C)C)N=C(C(=C2)F)Cl)(C)C 4-(6-fluoro-7-chloro-1-(2-isopropyl-4-methylpyridin-3-yl)-2-oxo-1,2-dihydropyrido[2,3-d]pyrimidin-4-yl)-dimethylpiperazine-1-carboxylic acid tert-butyl ester